4-Bromo-1-iodo-2-(methyl-d3)benzene 3,5-dimethoxybenzyl-carbamate COC=1C=C(CNC(O)=O)C=C(C1)OC.BrC1=CC(=C(C=C1)I)C([2H])([2H])[2H]